7-bromo-N,N-bis((2-(trimethylsilyl)ethoxy)methyl)pyrrolo[2,1-f][1,2,4]triazin-4-amine BrC1=CC=C2C(=NC=NN21)N(COCC[Si](C)(C)C)COCC[Si](C)(C)C